CN(C)CC1CN(C1)C1=CC=CC(=N1)CN 1-(6-[3-[(dimethylamino)methyl]azetidin-1-yl]pyridin-2-yl)methylamine